1-[(1R,2S)-2-phenylcyclopropyl]-3-[[2-[3-(trifluoromethyl)pyrazol-1-yl]pyridin-4-yl]methyl]urea C1(=CC=CC=C1)[C@H]1[C@@H](C1)NC(=O)NCC1=CC(=NC=C1)N1N=C(C=C1)C(F)(F)F